4-(1-benzyl-1H-pyrrolo[3,2-b]pyridin-6-yl)-3,5-dimethylisoxazole C(C1=CC=CC=C1)N1C=CC2=NC=C(C=C21)C=2C(=NOC2C)C